(4,6-dimethoxy-pyrimidin-2-yl)carbamic acid COC1=NC(=NC(=C1)OC)NC(O)=O